1-(4-Fluorophenyl)-N-[4-[(7-methoxy-1,5-naphthyridin-4-yl)oxy]phenyl]-4,5,6-trimethyl-2-oxopyridine-3-carboxamide FC1=CC=C(C=C1)N1C(C(=C(C(=C1C)C)C)C(=O)NC1=CC=C(C=C1)OC1=CC=NC2=CC(=CN=C12)OC)=O